2-BUTYL-1H-IMIDAZOLE-5-CARBALDEHYDE C(CCC)C=1NC(=CN1)C=O